BrC=1C=NC(=NC1)N[C@H]1CN(CC1)C1=NC(=CC2=CC(=CC=C12)NC(C=C)=O)C1CCN(CC1)C (R)-N-(1-(3-((5-bromopyrimidin-2-yl)amino)pyrrolidin-1-yl)-3-(1-methylpiperidin-4-yl)isoquinolin-6-yl)acrylamide